2-methylcyclohexanone CC1C(CCCC1)=O